methyl (E)-3-(3-((1R,2S,4S)-N-(4-(1-methyl-1H-indazol-5-yl)benzyl)bicyclo[2.2.1]heptane-2-carboxamido)phenyl)acrylate CN1N=CC2=CC(=CC=C12)C1=CC=C(CN(C(=O)[C@@H]2[C@@H]3CC[C@H](C2)C3)C=3C=C(C=CC3)/C=C/C(=O)OC)C=C1